C(CCCCCNC(CCC1=CC(=C(C(=C1)C(C)(C)C)O)C(C)(C)C)=O)NC(CCC1=CC(=C(C(=C1)C(C)(C)C)O)C(C)(C)C)=O N,N'-(hexan-1,6-diyl)bis[3-(3,5-di-tert-butyl-4-hydroxyphenyl)propanamid]